OC1=C(C=CC=C1)C=1C=C2C(=NN1)NC[C@@H]1N2CCN(C1)CCOC1=NOC(=C1)C(C(=O)O)C(C)C 2-(3-(2-((S)-2-(2-hydroxyphenyl)-6a,7,9,10-tetrahydro-5H-pyrazino[1',2':4,5]pyrazino[2,3-c]pyridazin-8(6H)-yl)ethoxy)isoxazol-5-yl)-3-methylbutanoic acid